[Mo+4].[O-2].[Fe+3] ferric oxide molybdenum